butyl (S)-3-((2,2,2-trifluoroethyl)amino)pyrrolidine-1-carboxylate FC(CN[C@@H]1CN(CC1)C(=O)OCCCC)(F)F